N-(3-Cyano-4-methyl-1H-indol-7-yl)-5-fluoro-1-(oxetan-3-yl)pyrazol-4-sulfonamid C(#N)C1=CNC2=C(C=CC(=C12)C)NS(=O)(=O)C=1C=NN(C1F)C1COC1